2-(3,4-dimethoxyphenyl)-3,7-dimethoxyquinolin-4-one COC=1C=C(C=CC1OC)C1=NC2=CC(=CC=C2C(C1OC)=O)OC